NC1CCN(CC1)C1=C(C=NC2=CC=C(C=C12)C1=C(C(=CC=C1)Cl)O)C1=CC(=CC(=C1)F)F 2-[4-(4-aminopiperidin-1-yl)-3-(3,5-difluorophenyl)quinolin-6-yl]-6-chlorophenol